OC1=C(C(=CC(=C1)C)C)C1=CN=C(N=N1)N[C@H]1CN(CCC1)CC(=O)N[C@H](CO)C 2-((R)-3-((6-(2-hydroxy-4,6-dimethylphenyl)-1,2,4-triazin-3-yl)amino)piperidin-1-yl)-N-((S)-1-hydroxyprop-2-yl)acetamide